6-((6-((N-(2-Hexyldecanoyl)-N-methylglycyl)oxy)hexyl)(4-hydroxybutyl)amino)hexyl 2-hexyldecanoate C(CCCCC)C(C(=O)OCCCCCCN(CCCCO)CCCCCCOC(CN(C)C(C(CCCCCCCC)CCCCCC)=O)=O)CCCCCCCC